dimethylsilylbis(2-ethyl-4-phenyl-1-indenyl)hafnium dichloride [Cl-].[Cl-].C[SiH](C)[Hf+2](C1C(=CC2=C(C=CC=C12)C1=CC=CC=C1)CC)C1C(=CC2=C(C=CC=C12)C1=CC=CC=C1)CC